C(C)(C)OC=1C(=CC(=NC1)C1=NSC(=N1)NC1=C(C(=O)OC)C=CC=N1)C(F)(F)F methyl 2-((3-(5-isopropoxy-4-(trifluoromethyl)pyridin-2-yl)-1,2,4-thiadiazol-5-yl)amino)nicotinate